trans-4-[tert-butyl-(diphenyl)silyl]Oxycyclohexanecarboxamide C(C)(C)(C)[Si](O[C@@H]1CC[C@H](CC1)C(=O)N)(C1=CC=CC=C1)C1=CC=CC=C1